NCC(C1=CC=C(C=C1)F)NC(OC(C)(C)C)=O tert-butyl N-[2-amino-1-(4-fluorophenyl)ethyl]carbamate